4-[[7-[(3-fluoro-2-pyridyl)oxy]-4-methyl-2-oxo-chromen-3-yl]methyl]-N-methyl-indoline-1-sulfonamide FC=1C(=NC=CC1)OC1=CC=C2C(=C(C(OC2=C1)=O)CC1=C2CCN(C2=CC=C1)S(=O)(=O)NC)C